aza-ortho-terphenyl C1(=NC=CC=C1)C=1C(=CC=CC1)C1=CC=CC=C1